diacrylic acid anhydride C(C=C)(=O)OC(C=C)=O